4-{5-[(2,6-dichlorophenyl)methoxy]pyrimidin-2-yl}-N,N-dimethylpiperazine-1-carboxamide ClC1=C(C(=CC=C1)Cl)COC=1C=NC(=NC1)N1CCN(CC1)C(=O)N(C)C